2-[(1S,4S)-5-Methyl-2,5-diazabicyclo[2.2.1]heptan-2-yl]-N-{2-[3-(pyrrolidine-1-carbonyl)phenyl]-[1,3]thiazolo[5,4-c]pyridin-6-yl}pyrimidin-4-amine CN1[C@@H]2CN([C@H](C1)C2)C2=NC=CC(=N2)NC2=CC1=C(C=N2)SC(=N1)C1=CC(=CC=C1)C(=O)N1CCCC1